N-(5-bromo-2,3-dihydro-1H-inden-4-yl)trimethylacetamide BrC=1C(=C2CCCC2=CC1)NC(C(C)(C)C)=O